2-O-(2-hydroxyisobutyl)-3-O-dodecylascorbic acid OC(COC=1C(=O)O[C@@H](C1OCCCCCCCCCCCC)[C@@H](O)CO)(C)C